ClC1=C(C=C(C(=C1)F)F)[C@@H]([C@H](C)C=1N(C(C(=C(N1)C(=O)NC=1C=NOC1)O)=O)C)C=1C=NN(C1)CCOC 2-((1s,2s)-1-(2-chloro-4,5-difluorophenyl)-1-(1-(2-methoxyethyl)-1H-pyrazol-4-yl)propan-2-yl)-5-hydroxy-N-(isoxazol-4-yl)-1-methyl-6-oxo-1,6-dihydropyrimidine-4-carboxamide